NCC(F)(F)C=1C(=C(C=CC1)[C@@H](C)NC=1C2=C(N=CN1)N(C(C(=C2)C=2CCS(CC2)(=O)=O)=O)C)F 4-(4-{[(1R)-1-[3-(2-Amino-1,1-Difluoroethyl)-2-Fluorophenyl]Ethyl]Amino}-8-Methyl-7-Oxo-7H,8H-Pyrido[2,3-D]Pyrimidin-6-yl)-3,6-Dihydro-2H-1λ6-Thiopyran-1,1-Dione